C(OC[C@H]1O[C@@]([C@@H]([C@@H]1O)O)(C#N)C1=CC=C2C(=NC=NN21)N)(OCC(C)C)=O ((2R,3S,4R,5R)-5-(4-aminopyrrolo[2,1-f][1,2,4]triazin-7-yl)-5-cyano-3,4-dihydroxytetrahydrofuran-2-yl)methyl isobutyl carbonate